C(CCC)OP(=O)([O-])[O-].C(CCCCCCCCCCCCC)[N+](CCO)(C)C.C(CCCCCCCCCCCCC)[N+](C)(C)CCO tetradecyldimethylhydroxyethylammonium-butyl-phosphate salt